FC1=CC=2N(C=C1)N=C(N2)N[C@@H]2C[C@H](CC2)NC2=CC=C(C=N2)N2C(C(=CC=C2)C(C)(C)O)=O 6'-(((1S,3S)-3-((7-fluoro-[1,2,4]triazolo[1,5-a]pyridin-2-yl)amino)cyclopentyl)amino)-3-(2-hydroxypropan-2-yl)-2H-[1,3'-bipyridyl]-2-one